(S)-2-(5-(azepan-4-yl(methyl)amino)pyrazin-2-yl)-5-(1H-imidazol-1-yl)phenol N1CC[C@H](CCC1)N(C=1N=CC(=NC1)C1=C(C=C(C=C1)N1C=NC=C1)O)C